CN1C(N(C2=NC(=NC=C12)NC=1C=C2C=NC=NC2=CC1C)C1CCOCC1)=O 7-methyl-2-((7-methylquinazolin-6-yl)amino)-9-(tetrahydro-2H-pyran-4-yl)-7,9-dihydro-8H-purin-8-one